COC1=C(C(=O)NC(C(=O)O)CC)C(=CC=C1)C(F)(F)F 2-(2-methoxy-6-(trifluoromethyl)benzamido)butanoic acid